difluoro-(3-hydroxy-adamantan-1-ylmethoxycarbonyl)-methanesulfonic acid-(4-tert-butylphenyl)-diphenylsulfonium salt C(C)(C)(C)C1=CC=C(C=C1)[S+](C1=CC=CC=C1)C1=CC=CC=C1.FC(S(=O)(=O)[O-])(C(=O)OCC12CC3(CC(CC(C1)C3)C2)O)F